6-((1-(Cyclopropylsulfonyl)cyclopropyl)methyl)-1-(4-methoxybenzyl)-7-oxo-4,5,6,7-tetrahydro-1H-pyrazolo[3,4-c]pyridine-3-carboxylic acid C1(CC1)S(=O)(=O)C1(CC1)CN1C(C2=C(CC1)C(=NN2CC2=CC=C(C=C2)OC)C(=O)O)=O